CC=1N(C2=NC(=NC(=C2N1)NC1=CC=NC=C1)N1CCOCC1)/N=C/C1=CC(=CC=C1)C (E)-8-methyl-9-((3-methylbenzylidene)amino)-2-morpholino-N-(pyridin-4-yl)-9H-purin-6-amine